tert-butyl (1S,4S)-5-(6-cyclopropyl-7-(6-fluoro-5-methyl-2H-indazol-4-yl)-8-hydroxy-2-((tetrahydro-2H-pyran-4-yl)oxy)quinazolin-4-yl)-2,5-diazabicyclo[2.2.1]heptane-2-carboxylate C1(CC1)C=1C=C2C(=NC(=NC2=C(C1C=1C2=CNN=C2C=C(C1C)F)O)OC1CCOCC1)N1[C@@H]2CN([C@H](C1)C2)C(=O)OC(C)(C)C